C(CC1=C(C(C(=O)N(Br)Br)=CC=C1)C(=O)N(Br)Br)C1=C(C(C(=O)N(Br)Br)=CC=C1)C(=O)N(Br)Br ethylene-bis(tetrabromophthalamide)